trans-1-propene C=CC